tert-butyl 4-(3-isopropyl-3-methyl-2-oxoindolin-6-yl)-3,6-dihydropyridine-1(2H)-carboxylate C(C)(C)C1(C(NC2=CC(=CC=C12)C=1CCN(CC1)C(=O)OC(C)(C)C)=O)C